S-acetyl-glutathione sulfate S(=O)(=O)(O)O.C(C)(=O)SC[C@H](NC(CC[C@H](N)C(=O)O)=O)C(=O)NCC(=O)O